C(C(=C)C)(=O)OCC(CCCC)CC 2-ethyl-hexyl methacrylate